O1PC(=CC=C1)C(=O)O oxaphosphinic acid